4-(4-aminophenyl)aniline NC1=CC=C(C=C1)C1=CC=C(N)C=C1